2-Bromo-6-(6'-(4-(hydroxymethyl)cyclohexyl)-2'-oxospiro[cyclohexane-1,3'-indolin]-1'-yl)benzonitrile BrC1=C(C#N)C(=CC=C1)N1C(C2(C3=CC=C(C=C13)C1CCC(CC1)CO)CCCCC2)=O